The molecule is an L-phenylalanine derivative that is N-(2,6-dichlorobenzoyl)-L-phenylalanine carrying an additional 1,6-dimethyl-2-oxo-4-(trifluoromethyl)-1,2-dihydropyridin-3-yl substituent at position 4 on the phenyl ring. It is a L-phenylalanine derivative, a N-acyl-L-amino acid, a pyridone and an organofluorine compound. CC1=CC(=C(C(=O)N1C)C2=CC=C(C=C2)C[C@@H](C(=O)O)NC(=O)C3=C(C=CC=C3Cl)Cl)C(F)(F)F